2-naphthylmethylammonium C1=C(C=CC2=CC=CC=C12)C[NH3+]